CC1=C(OC2=C(C=C(C=C2C1=O)C)[C@@H](C)NC1=CC=C(C(=C1C(=O)OC(C)(C)C)F)F)C=1C=NC=CC1 tert-Butyl 6-[[(1R)-1-[3,6-dimethyl-4-oxo-2-(3-pyridyl)chromen-8-yl]ethyl]amino]-2,3-difluoro-benzoate